FC(C1=CC(=NC=C1)OC1=CC2=C(N=C(S2)N2C([C@H]3[C@H]4C=C[C@@H]([C@H]3C2=O)C4)=O)C=C1)(F)F (1R,2S,6R,7S)-4-[6-[[4-(trifluoromethyl)-2-pyridinyl]oxy]-1,3-benzothiazol-2-yl]-4-azatricyclo[5.2.1.02,6]dec-8-ene-3,5-dione